NC1=C(C=NN1)C(=O)NC1=CC=C(C=C1)F 5-amino-N-(4-fluorophenyl)-1H-pyrazole-4-carboxamide